C(C)(C)(C)C1=NN=C(O1)C1=CC2=C(C(C[C@H](C(N2CC2=CC=C(C=C2)OC2CCCC2)=O)NC(OC(C)(C)C)=O)(F)F)C=C1F tert-butyl N-[(3R)-8-(5-tert-butyl-1,3,4-oxadiazol-2-yl)-1-[[4-(cyclopentoxy)phenyl]methyl]-5,5,7-trifluoro-2-oxo-3,4-dihydro-1-benzazepin-3-yl]carbamate